N-(6-(3-(5-Acetamido-1,3,4-thiadiazol-2-yl)piperidin-1-yl)pyridazin-3-yl)-2-phenylacetamide C(C)(=O)NC1=NN=C(S1)C1CN(CCC1)C1=CC=C(N=N1)NC(CC1=CC=CC=C1)=O